C(C1=CC=CC=C1)N1CCC(CC1)CCNC(=O)C1(CCN(CC1)C1=C(C=CC(=C1)F)F)O N-[2-(1-benzylpiperidin-4-yl)ethyl]-1-(2,5-difluorophenyl)-4-hydroxypiperidine-4-carboxamide